n-hexyl-isooctyl-zinc dithiophosphate P(=S)(S)(O)O.C(CCCCC)[Zn]CCCCCC(C)C